2-(2-amino-[1,2,4]triazolo[1,5-a]pyridin-7-yl)-5-methyl-N-(3-phenylbutyl)pyrimidine-4-carboxamide NC1=NN2C(C=C(C=C2)C2=NC=C(C(=N2)C(=O)NCCC(C)C2=CC=CC=C2)C)=N1